3-(2-(2-amino-5-methylphenyl)acetamido)-N-(4-(N-phenylsulfamoyl)phenyl)benzamide NC1=C(C=C(C=C1)C)CC(=O)NC=1C=C(C(=O)NC2=CC=C(C=C2)S(NC2=CC=CC=C2)(=O)=O)C=CC1